cis-N-(8-chloro-6-(4-methoxypyridin-3-yl)isoquinolin-3-yl)-2-fluorocyclopropanecarboxamide ClC=1C=C(C=C2C=C(N=CC12)NC(=O)[C@H]1[C@H](C1)F)C=1C=NC=CC1OC